2-({7-amino-1-oxo-4-[3-(thiophen-2-yl)-1,2-benzoxazol-5-yl]-2,3-dihydro-1H-isoindol-2-yl}methyl)prop-2-enenitrile NC=1C=CC(=C2CN(C(C12)=O)CC(C#N)=C)C=1C=CC2=C(C(=NO2)C=2SC=CC2)C1